COC(C1=CN=CC(=C1)N(C)C)=O 5-(dimethylamino)nicotinic acid methyl ester